C1(C(=CC(N1)=O)CCCCCCCCC=1C(=O)NC(C1)=O)=O octamethylene-bismaleimide